CC1CCC(C2=CC=CC=C12)NCC1=NC=C(C=C1)C(F)(F)F (rac)-4-methyl-N-[[5-(trifluoromethyl)-2-pyridyl]methyl]tetralin-1-amine